Acetyl-cholin C(C)(=O)OCC[N+](C)(C)C